(E)-1-(2-azidoethyl)-[3,3'-biindolinylidene]-2,2'-dione N(=[N+]=[N-])CCN1C(/C(/C2=CC=CC=C12)=C\1/C(NC2=CC=CC=C12)=O)=O